FC(C(C(F)(F)OCCC)(F)F)CC(F)(F)F propyl octafluoropentyl ether